8-chloro-5'-fluoro-1,5-dioxo-6-(pyrimidin-4-ylamino)-1,5-dihydro-2H-spiro[imidazo[1,5-a]pyridine-3,3'-indoline]-1'-carboxylic acid tert-butyl ester C(C)(C)(C)OC(=O)N1CC2(C3=CC(=CC=C13)F)NC(C=1N2C(C(=CC1Cl)NC1=NC=NC=C1)=O)=O